S1N=C(C2=C1C=CC=C2)NC(=O)C=2OC=CC2 N-(benzo[d]isothiazol-3-yl)furan-2-carboxamide